COCCOCOC1=CC=C2C(CC3(CCOCC3)OC2=C1)=O 7-((2-methoxyethoxy)methoxy)-2',3',5',6'-tetrahydrospiro[chromane-2,4'-pyran]-4-one